2-fluoro-5-isopropoxybenzo[b]thiophene-7-carbonitrile FC1=CC2=C(S1)C(=CC(=C2)OC(C)C)C#N